dimethyl-1-(4-vinylphenyl)methanaminium dichloride [Cl-].[Cl-].CC([NH3+])(C1=CC=C(C=C1)C=C)C.CC([NH3+])(C)C1=CC=C(C=C1)C=C